1-(2-(((6-chloro-4-methoxypyridin-2-yl)oxy)methyl)-6-cyclopropylimidazo[1,2-a]pyridin-8-yl)-3-methylimidazolidine-2,4-dione ClC1=CC(=CC(=N1)OCC=1N=C2N(C=C(C=C2N2C(N(C(C2)=O)C)=O)C2CC2)C1)OC